ClC1=CC=C(CN2CC(CCC2)C2=CC(=NC=3N2N=C(C3CNCC3CCOCC3)C)C)C=C1 1-(7-(1-(4-Chlorobenzyl)piperidin-3-yl)-2,5-dimethylpyrazolo[1,5-a]pyrimidin-3-yl)-N-((tetrahydro-2H-pyran-4-yl)methyl)methanamine